FC1=CC=C(OC2=C(C(=O)NCC3=CC=C(C(=O)O)C=C3)C=C(C=C2)C=2SC=CC2)C=C1 4-((2-(4-fluorophenoxy)-5-(thiophen-2-yl)benzamido)methyl)benzoic acid